3-hydroxy-2,8-naphthalenedisulfonate OC=1C(=CC2=C(C=CC=C2C1)S(=O)(=O)[O-])S(=O)(=O)[O-]